FC1(CCN(CC1)CCN1C(NC2=CC=C(C=C2C1=O)F)=S)F 3-(2-(4,4-Difluoropiperidin-1-yl)ethyl)-6-fluoro-2-thioxo-2,3-dihydroquinazolin-4(1H)-one